(±)-trans-N-(8-chloro-6-(quinolin-4-yl)isoquinolin-3-yl)-2-cyanocyclopropanecarboxamide ClC=1C=C(C=C2C=C(N=CC12)NC(=O)[C@H]1[C@@H](C1)C#N)C1=CC=NC2=CC=CC=C12 |r|